ClC1=C(C=C(C=C1)NC(NC1CCCC=2C3=CC=C(C=C3NC12)C(=O)O)=O)C(F)(F)F (3-(4-chloro-3-(trifluoromethyl)phenyl)ureido)-2,3,4,9-tetrahydro-1H-carbazole-7-carboxylic acid